NC1=C(C(=C(C#N)C=C1)Cl)F 4-amino-2-chloro-3-fluorobenzonitrile